F[P-](F)(F)(F)(F)F.C1(=CC=CC=C1)[S+](C1=CC=C(C=C1)SC1=CC=CC=C1)C1=CC=CC=C1 Diphenyl-4-(Phenylthio)-Phenyl-sulfonium Hexafluorophosphate